Cl.C(C)N=C=NCCCN(C)C ethyl-(dimethylamino)propylcarbodiimide hydrochloride